BrC1=CC=C(OC=2C3=C(SC2C(=O)C2=CC=CC=C2)C=C(C=C3)OC)C=C1 (3-(4-Bromophenoxy)-6-methoxybenzo[b]thiophen-2-yl)(phenyl)methanone